2-(1-trityl-1H-imidazol-5-yl)ethanamine C(C1=CC=CC=C1)(C1=CC=CC=C1)(C1=CC=CC=C1)N1C=NC=C1CCN